C(C)(C)(C)OC(=O)N1CCN(CC1)C=1C=CC=2N=CN=C(C2N1)O.S1C(=CC=C1)C1=C(C(C(C1(F)F)(F)F)(F)F)C=1SC=CC1 1,2-bis(2-thienyl)perfluorocyclopentene tert-butyl-4-(4-hydroxypyrido[3,2-d]pyrimidin-6-yl)piperazine-1-carboxylate